BrC=1C(=CC(=NC1)Cl)C(C)(C)O 2-(5-bromo-2-chloropyridin-4-yl)propan-2-ol